CN(C(CC=1C=C2C(=NC1)NC(=C2C=2C=CC(=C(C2)NC(C=C)=O)C)C2=CC=C(C=C2)N2CCN(CC2)C)=O)C N-(5-(5-(2-(dimethylamino)-2-oxoethyl)-2-(4-(4-methylpiperazin-1-yl)phenyl)-1H-pyrrolo[2,3-b]pyridin-3-yl)-2-methylphenyl)acrylamide